5-amino-4-(3-hydroxy-2-methylphenyl)-1-methyl-pyrazolo[3,4-b]pyridine-6-carboxamide NC=1C(=C2C(=NC1C(=O)N)N(N=C2)C)C2=C(C(=CC=C2)O)C